C(C)(C)(C)C1(C=CC=C1)[Li] tert-butyl-cyclopentadienyl-lithium